tri-cresyl phosphite P(OC1=CC=C(C=C1)C)(OC1=CC=C(C=C1)C)OC1=CC=C(C=C1)C